C(C)(C)S=C(OC(C)C)S diisopropyl-xanthic acid